FC1=C(C=C2C=C(N=CC2=C1)NC(OC1CC2(C1)CNCC2)=O)C2=C(C1=C(OCCN1)N=C2)C (2r,4s)-6-Azaspiro[3.4]octan-2-yl (7-fluoro-6-(8-methyl-2,3-dihydro-1H-pyrido[2,3-b][1,4]oxazin-7-yl)isoquinolin-3-yl)carbamate